C(C)(C)(C)OC(CC[C@@H](C(=O)N)N1C(C2=CC=C(C=C2C1)C(N[C@@H](C(F)(F)F)C1=NC=CC=C1Cl)=O)=O)=O.SCC(C)CCC 2-(mercaptomethyl)pentane (S)-tert-butyl-5-amino-4-(5-(((R)-1-(3-chloropyridin-2-yl)-2,2,2-trifluoroethyl)carbamoyl)-1-oxoisoindolin-2-yl)-5-oxopentanoate